FC1(CC2(CN(C2)C(=O)C=2N=NC(=C(C2)C)N2CC=3C=C(C=NC3CC2)N2C=3N(CCC2)N=CC3)C1)F (6,6-difluoro-2-azaspiro[3.3]heptan-2-yl)(6-(3-(6,7-dihydropyrazolo[1,5-a]pyrimidin-4(5H)-yl)-7,8-dihydro-1,6-naphthyridin-6(5H)-yl)-5-methylpyridazin-3-yl)methanone